3-(2-(diallylamino) ethyl)-1H-indol-4-yl butyrate C(CCC)(=O)OC1=C2C(=CNC2=CC=C1)CCN(CC=C)CC=C